7-(3-((4,4-bis(((Z)-oct-5-en-1-yl)oxy)butanoyl)oxy)-2-(hydroxymethyl)propoxy)-7-oxoheptyl 2-butyloctanoate C(CCC)C(C(=O)OCCCCCCC(=O)OCC(COC(CCC(OCCCC\C=C/CC)OCCCC\C=C/CC)=O)CO)CCCCCC